COC1=CC=C(CN2N=C(C=C(C2=O)C(F)(F)F)C2N(CCC2)C(=O)OC(C)(C)C)C=C1 tert-butyl 2-(1-(4-methoxybenzyl)-6-oxo-5-(trifluoromethyl)-1,6-dihydropyridazin-3-yl)pyrrolidine-1-carboxylate